FC=1C=2N(C=C(C1)C(=O)O)C=C(N2)C 8-fluoro-2-methylimidazo[1,2-a]pyridine-6-carboxylic acid